1-(4-bromo-2-chlorophenyl)pyrrolidin-2-one BrC1=CC(=C(C=C1)N1C(CCC1)=O)Cl